3,4-diethoxymethoxy-5-iodobenzaldehyde C(C)OCOC=1C=C(C=O)C=C(C1OCOCC)I